(2R,3R,4R,5R,6S)-5-azido-2-(hydroxymethyl)-6-methyltetrahydro-2H-pyran-3,4-diol N(=[N+]=[N-])[C@@H]1[C@H]([C@H]([C@H](O[C@H]1C)CO)O)O